1H-pyrrolo[2,3-c]Pyridine-2-carboxylic acid N1C(=CC=2C1=CN=CC2)C(=O)O